C(C1=CC=CC=C1)OC1=NC(=CC=C1N1C(N(C2=C1C=CC=C2[N+](=O)[O-])C)=O)OCC2=CC=CC=C2 1-(2,6-bis(benzyloxy)pyridin-3-yl)-3-methyl-4-nitro-1H-benzo[d]imidazol-2(3H)-one